C=CC=CC=CCCCCCCCCCCCCC 9Z-nonadecatriene